C=C(CC=1C=CC=C2C=CC=CC12)O α-methylenenaphthalene-8-ethanol